BrC1=CC=C(C=C1)S(=O)(=O)/C=C/CNC(OC(C)(C)C)=O tertbutyl N-[(2E)-3-(4-bromobenzenesulfonyl)prop-2-en-1-yl]carbamate